6-(4-methylphenyl)-2-azaspiro[3.3]hept-5-ene CC1=CC=C(C=C1)C1=CC2(CNC2)C1